C(#N)C=1C=NN2C1C(=CC(=C2)OCC(C)(C)O)C=2C=CC(=NC2)N2[C@@H](CN(CC2)C(=O)OC(C)(C)C)C tert-butyl (R)-4-(5-(3-cyano-6-(2-hydroxy-2-methylpropoxy)pyrazolo[1,5-a]pyridin-4-yl)pyridin-2-yl)-3-methylpiperazine-1-carboxylate